C(C)C1(CC=CC(C1C(C=CC)=O)C)C 1-[6-ethyl-2,6-dimethyl-3-cyclohexen-1-yl]-2-buten-1-one